(R)-(-)-2-(4-methoxyphenyl)-1-methylethylamine C[C@H](CC1=CC=C(C=C1)OC)N